N1(CCCC2=CC=CC=C12)C(=O)C1=NC(=CN=C1)C1=CC=C(C=C1)OC (3,4-Dihydroquinolin-1(2H)-yl)(6-(4-methoxyphenyl)pyrazin-2-yl)methanone